C1=C(C=CC2=CC=CC=C12)C1=CC2=CC=CC=C2C=C1 2,2'-Binaphthalin